trans,trans-2,4-Nona-dienal C(\C=C\C=C\CCCC)=O